ClC=1C=C(C=CC1)C1=NN=C(O1)C=1C(OC2=CC(=C(C=C2C1)CCCCCC)O)=O 3-[5-(3-Chloro-phenyl)-[1,3,4]oxadiazol-2-yl]-6-hexyl-7-hydroxy-chromen-2-one